2-Methyl-4-(1-methylpyrazol-4-yl)-5-oxo-7H-pyrrolo[3,4-b]pyridine-6-carboxylic acid tert-butyl ester C(C)(C)(C)OC(=O)N1CC2=NC(=CC(=C2C1=O)C=1C=NN(C1)C)C